CCCCCCCCCCCCC/C=C/[C@H]([C@H](COP(=O)([O-])OCC[N+](C)(C)C)NC(=O)CC(CCCCCCCCC/C=C\\C/C=C\\CCCCC)O)O The molecule is an N-hydroxydocosadienoylsphingosine-1-phosphocholine in which the N-acyl group is specified as (13Z,16Z)-3-hydroxydocosa-13,16-enoyl. It has a role as a human urinary metabolite.